methyl 3,4-dihydro-2H-benzo[b][1,4]oxazine-5-carboxylate O1C2=C(NCC1)C(=CC=C2)C(=O)OC